6-Hexyl-7-hydroxy-3-(4-phenyl-thiazol-2-yl)-chromen-2-one C(CCCCC)C=1C=C2C=C(C(OC2=CC1O)=O)C=1SC=C(N1)C1=CC=CC=C1